33-methyltetratriacontyl eicos-11-enoate C(CCCCCCCCCC=CCCCCCCCC)(=O)OCCCCCCCCCCCCCCCCCCCCCCCCCCCCCCCCC(C)C